(R)-7-((5-(3-(2-(dimethylamino)-propan-2-yl)-3-hydroxypiperidin-1-yl)pyridin-2-yl)amino)-4-(7-fluoroimidazo[1,2-a]pyridin-3-yl)isoindolin-1-one CN(C(C)(C)[C@@]1(CN(CCC1)C=1C=CC(=NC1)NC=1C=CC(=C2CNC(C12)=O)C1=CN=C2N1C=CC(=C2)F)O)C